COC(NC1=CC=C2C3=CNC([C@H](C\C=C/CCCCC2=C1)NC(\C=C\C1=C(C=CC(=C1)Cl)N1N=NN=C1)=O)=N3)=O {(Z)-(S)-15-[(E)-3-(5-Chloro-2-tetrazol-1-yl-phenyl)-acryloylamino]-17,19-diaza-tricyclo[14.2.1.02,7]nonadeca-1(18),2,4,6,12,16(19)-hexaen-5-yl}-carbamic Acid methyl ester